2-[3-[[5-[[(1S)-1-methoxycarbonyl-4,4-dimethyl-pentyl]carbamoyl]-2-pyridyl]oxy]phenoxy]acetic acid COC(=O)[C@H](CCC(C)(C)C)NC(=O)C=1C=CC(=NC1)OC=1C=C(OCC(=O)O)C=CC1